NC1=NNC2=CC(=CC(=C12)C1=CC=C(C=C1)NC(=O)C1=CN(C=C(C1=O)C1=CC=C(C=C1)F)C(C)C)C1CCN(CC1)C(C(C)C)=O N-(4-(3-amino-6-(1-isobutyrylpiperidin-4-yl)-1H-indazol-4-yl)phenyl)-5-(4-fluorophenyl)-1-isopropyl-4-oxo-1,4-dihydropyridine-3-carboxamide